N-(3-methoxy-5-(1-methyl-1H-1,2,4-triazol-3-yl)phenyl)-5-((3-(1-methyl-1H-1,2,4-triazol-3-yl)phenyl)amino)pyrazolo[1,5-a]pyrimidine-3-carboxamide COC=1C=C(C=C(C1)C1=NN(C=N1)C)NC(=O)C=1C=NN2C1N=C(C=C2)NC2=CC(=CC=C2)C2=NN(C=N2)C